FC(COS(=O)(=O)[O-])(F)F.[Li+] lithium trifluoroethylsulfate